2-[cyano-(2,6-difluoro-4-pyridyl)amino]-N-hexyl-5-methyl-thiazole-4-carboxamide C(#N)N(C=1SC(=C(N1)C(=O)NCCCCCC)C)C1=CC(=NC(=C1)F)F